4-(3-methylbenzyloxy)-3-(pyridin-3-ylamino)benzo[d]isoxazole CC=1C=C(COC2=CC=CC3=C2C(=NO3)NC=3C=NC=CC3)C=CC1